(R)-(4-((1-(3-(difluoromethyl)-2-methylphenyl)ethyl)amino)-7-(isopropylamino)-2-methyl-quinazolin-6-yl)dimethylphosphine oxide FC(C=1C(=C(C=CC1)[C@@H](C)NC1=NC(=NC2=CC(=C(C=C12)P(C)(C)=O)NC(C)C)C)C)F